6-hydroxy-1-methylcyclooct-4-en-1-carboxylic acid OC1C=CCCC(CC1)(C(=O)O)C